[Si](C1=CC=CC=C1)(C1=CC=CC=C1)(C(C)(C)C)OCCC1=CC=NC(=C1)Cl 4-(2-((tert-butyldiphenylsilyl)oxy)ethyl)-6-chloropyridine